C(C)(C)(C)OC(N(CC1=CC=CC=C1)C=1C=NN(C1)C1=CC=C(C=C1)F)=O (1-(4-Fluorophenyl)-1H-pyrazol-4-yl)benzyl-carbamic acid tert-butyl ester